tert-butyl N-[(3R)-5-[(4-chlorophenyl)methyl]-8-fluoro-1,1,4-trioxo-7-[4-(trifluoromethyl)-2-pyridyl]-2,3-dihydro-1λ6,5-benzothiazepin-3-yl]carbamate ClC1=CC=C(C=C1)CN1C([C@H](CS(C2=C1C=C(C(=C2)F)C2=NC=CC(=C2)C(F)(F)F)(=O)=O)NC(OC(C)(C)C)=O)=O